C(CC)C1C(=O)OC(C1)C 2-propyl-4-pentanolactone